2-((1R,5S,6S)-3-(4-cyano-5,5-difluoro-3-((S)-2-methylazetidin-1-yl)-6,7-dihydro-5H-cyclopenta[c]pyridin-1-yl)-3-azabicyclo[3.1.1]heptan-6-yl)acetic acid C(#N)C=1C2=C(C(=NC1N1[C@H](CC1)C)N1C[C@H]3C([C@@H](C1)C3)CC(=O)O)CCC2(F)F